tert-butyl 6-(3-amino-5-(3-fluorophenyl)thiophene-2-carbonyl)-2,6-diazaspiro[3.3]heptane-2-carboxylate NC1=C(SC(=C1)C1=CC(=CC=C1)F)C(=O)N1CC2(CN(C2)C(=O)OC(C)(C)C)C1